3-[[(2-oxooxazolidin-4-yl)methylamino]methyl]benzamide O=C1OCC(N1)CNCC=1C=C(C(=O)N)C=CC1